FC(C1=CC=C(C=N1)C1=C(C(=O)O)C=C(C=C1F)NC(=O)C1(CC1)C1=C(C=C(C=C1)C(F)(F)F)F)F 2-[6-(Difluoromethyl)pyridin-3-yl]-3-fluoro-5-[({1-[2-fluoro-4-(trifluoromethyl)phenyl]cyclopropyl}carbonyl)amino]benzoic acid